CS(=O)(=O)N1CC2(C3=CC=CC(=C13)NC1=NC(=NC=C1)N)CC2 N4-(1'-(methylsulfonyl)spiro[cyclopropane-1,3'-indoline]-7'-yl)pyrimidine-2,4-diamine